6-amino-N-{(1S,2S)-2-[(4-{1-[(3,4-dihydroxybutyl)(methyl)amino]-2,3-dihydro-1H-inden-5-yl}phenyl)methoxy]cyclopentyl}-6'-fluoro[3,3'-bipyridine]-5-carboxamide NC1=C(C=C(C=N1)C=1C=NC(=CC1)F)C(=O)N[C@@H]1[C@H](CCC1)OCC1=CC=C(C=C1)C=1C=C2CCC(C2=CC1)N(C)CCC(CO)O